C(C1=CC=CC=C1)SC1=C(C=CC=C1)S(=O)(=O)CC1CCOCC1 4-{[2-(benzylsulfanyl)benzenesulfonyl]methyl}oxane